O=C1N(CCC(N1)=O)C1=NOC2=C1C=C(C=C2)CN2C[C@H]1CC[C@@H](C2)N1C(=O)OC(C)(C)C tert-butyl (1R,5S)-3-((3-(2,4-dioxotetrahydropyrimidin-1(2H)-yl)benzo[d]isoxazol-5-yl)methyl)-3,8-diazabicyclo[3.2.1]octane-8-carboxylate